3-(((1-(4-fluorophenyl)-1H-1,2,3-triazol-4-yl)methyl)amino)benzoic Acid FC1=CC=C(C=C1)N1N=NC(=C1)CNC=1C=C(C(=O)O)C=CC1